3-(isopropylamino)-2,2-dimethyl-3-oxopropan C(C)(C)NC(C(C)(C)C)=O